ClC=1C=C2C(NC(N3C2=C(C1C1=C(C=C(C=C1)F)F)SC[C@H](C3)OC)=O)=O (3s)-10-chloro-11-(2,4-difluorophenyl)-3-methoxy-3,4-dihydro-2H,6H-[1,4]thiazepino[2,3,4-ij]quinazoline-6,8(7H)-dione